FC1=C(CNC(=O)C=2C(C(=C(N(C2)C2CNCCOC2)C(=O)O)OC)=C=O)C=CC(=C1)F 5-((2,4-Difluorobenzyl)carbamoyl)-3-methoxy-1-(1,4-oxazepan-6-yl)-4-carbonyl-1,4-dihydropyridine-2-carboxylic acid